CC=1C=C(NC1)C=1SC=CC1 4-methyl-2-(2-thienyl)pyrrole